C(CCCC)CC(=O)O.C(C=C)Cl allyl chloride amyl-acetate